N-Boc-N'-trityl-L-histidyl-2-methylalanine C(=O)(OC(C)(C)C)N[C@@H](CC1=CN(C=N1)C(C1=CC=CC=C1)(C1=CC=CC=C1)C1=CC=CC=C1)C(=O)NC(C)(C(=O)O)C